C=1N=CN2C1C1=CC=CC=C1[C@H]2[C@@H]2CCC=1C=NNC1[C@@H]2O (6S,7R)-6-((R)-5H-Imidazo[5,1-a]isoindol-5-yl)-4,5,6,7-tetrahydro-1H-indazol-7-ol